trimethylisopropyl-phosphorus C[P](C(C)C)(C)C